C(C)(C)(C)OC(=O)N1CC(CC1)CCOCCC(=O)OC 3-(2-(3-methoxy-3-oxopropoxy)ethyl)pyrrolidine-1-carboxylic acid tert-butyl ester